Methyl (2S)-2-(2-{[(tert-butoxy)carbonyl]amino}ethanesulfonamido)-6-{[(9H-fluoren-9-ylmethoxy)carbonyl]amino}hexanoate C(C)(C)(C)OC(=O)NCCS(=O)(=O)N[C@H](C(=O)OC)CCCCNC(=O)OCC1C2=CC=CC=C2C=2C=CC=CC12